C(C)C1=C(C(=S)NC=2C=C3C(=CNC3=CC2)C2CCN(CC2)CC)C=CC=C1 5-(2-ethylthiobenzoyl)amino-3-(1-ethylpiperidin-4-yl)-1H-indole